tert-butyl 4-((4-(4-oxo-3,4-dihydroquinazolin-2-yl)piperidin-1-yl)methyl)piperidine-1-carboxylate O=C1NC(=NC2=CC=CC=C12)C1CCN(CC1)CC1CCN(CC1)C(=O)OC(C)(C)C